Methyl({2H,3H,4H,5H-thieno[3,4-b]oxepin-5-yl}methyl)amine CNCC1C=2C(OCCC1)=CSC2